tert-butyl (R)-2-(4-(1-ethoxyvinyl)-3-fluorophenyl)pyrrolidine-1-carboxylate C(C)OC(=C)C1=C(C=C(C=C1)[C@@H]1N(CCC1)C(=O)OC(C)(C)C)F